FC=1C(=NC=CC1)C1=C(C(C=CC=C1)=O)O 3-(3-fluoropyridin-2-yl)-2-hydroxycyclohepta-2,4,6-trien-1-one